1-ethyl-3-(6-hydroxy-1-(2-methylthiazol-4-yl)hexyl)urea C(C)NC(=O)NC(CCCCCO)C=1N=C(SC1)C